C(#N)[C@H](C1=CC(=CC=C1)OC1=CC=CC=C1)OC(=O)[C@H]1C([C@H]1C=C(Br)Br)(C)C [(S)-cyano-(3-phenoxyphenyl)methyl](1R,3R)-3-(2,2-dibromoethenyl)-2,2-dimethylcyclopropane-1-carboxylate